C(C)C1=C(C(=NO1)C)C=1C=C2C(=NC1)N(C=C2C2=C(C=C(C(=O)O)C=C2)OC(F)(F)F)C2CCOCC2 4-(5-(5-ethyl-3-methylisoxazol-4-yl)-1-(tetrahydro-2H-pyran-4-yl)-1H-pyrrolo[2,3-b]pyridin-3-yl)-3-(trifluoromethoxy)benzoic acid